FC(S(=O)(=O)OC1=C(C=C(C=C1C)S(=O)(=O)C)OC)(F)F (2-methoxy-6-methyl-4-methylsulfonyl-phenyl) trifluoromethanesulfonate